S1(NCCCC1)(=N)=O 1λ4,2-thiazinan-1-imine 1-oxide